C(C)(=O)OCC1=C(C(=CC(=C1)C(=O)OC)[N+](=O)[O-])N1C(=CC=C1)C(=O)OC methyl 1-(2-(acetoxymethyl)-4-(methoxycarbonyl)-6-nitrophenyl)-1H-pyrrole-2-carboxylate